isopropyl ((((R,S)-(2R,3R,4R,5R)-5-(2-amino-6-(N-methylcyclopropylamino)-9H-purin-9-yl)-4-fluoro-3-hydroxy-4-ethynyltetrahydrofuran-2-yl)methoxy)-phenoxy-phosphoryl)-L-alaninate NC1=NC(=C2N=CN(C2=N1)[C@H]1[C@]([C@@H]([C@H](O1)COP(=O)(OC1=CC=CC=C1)N[C@@H](C)C(=O)OC(C)C)O)(C#C)F)N(C)C1CC1